O=C1NC2=CC=C(C=C2CC12CN(CC2)C#N)C2=CC=C(C=C2)OC2=CC=CC=C2 2'-Oxo-6'-(4-phenoxyphenyl)-1',4'-dihydro-2'H-spiro[pyrrolidine-3,3'-quinoline]-1-carbonitrile